tert-butyl 4-(methylsulfonyloxymethyl)piperidine-1-carboxylate CS(=O)(=O)OCC1CCN(CC1)C(=O)OC(C)(C)C